NC1=C(C=2C(=NC=CC2\C=C\OCC)N1C1=C(C(=CC=C1C)OC)C)C#N (E)-2-amino-4-(2-ethoxyvinyl)-1-(3-methoxy-2,6-dimethylphenyl)-1H-pyrrolo[2,3-b]pyridine-3-carbonitrile